5-phenyl-2-methyl-1H-indene C1(=CC=CC=C1)C=1C=C2C=C(CC2=CC1)C